N-(cyclopropylmethyl)-[1,1'-biphenyl]-3-amine C1(CC1)CNC=1C=C(C=CC1)C1=CC=CC=C1